[Cl-].C(CC)[N+](C)(C)C N-propyl-trimethyl-ammonium chloride